COC(CCOCCCCOCCC(OC)=N)=N dimethyl-3,3'-(tetramethylenedioxy)dipropionimidate